N1=CC=C(C=C1)C=1C=C2CNCC2=CC1 5-(pyridin-4-yl)isoindoline